7-bromo-4-tert-butoxy-2-chloro-8-fluoro-6-iodoquinazoline BrC1=C(C=C2C(=NC(=NC2=C1F)Cl)OC(C)(C)C)I